FC(C)(C)C=1OC(=C(N1)C)C(=O)N1[C@@H](C2=C(CC1)NC=N2)C2=NN1C(C(=CC=C1)C(F)(F)F)=C2 (S)-(2-(2-fluoropropan-2-yl)-4-methyloxazol-5-yl)(4-(4-(trifluoromethyl)pyrazolo[1,5-a]pyridin-2-yl)-6,7-dihydro-1H-imidazo[4,5-c]pyridin-5(4H)-yl)methanone